6-(prop-1-en-2-yl)aniline C=C(C)C1=CC=CC=C1N